ClC1=NC(=C2C(=N1)N(N=C2CC)C(C)C)NCC2=CC=C(C=C2)F 6-chloro-3-ethyl-N-[(4-fluorophenyl)methyl]-1-isopropylpyrazolo[3,4-d]pyrimidin-4-amine